FC(C(=O)O)(F)F.FC1=CC=2N(C=C1NC(=O)N1CCC=3C1=NC=CC3N3CC(N(CC3)C(=O)OC)(C)C)C=C(N2)C methyl 4-(1-((7-fluoro-2-methylimidazo[1,2-a]pyridin-6-yl)carbamoyl)-2,3-dihydro-1H-pyrrolo[2,3-b]pyridin-4-yl)-2,2-dimethylpiperazine-1-carboxylate 2,2,2-trifluoroacetate